N[C@@H]1[C@@H](OCC12CCN(CC2)C=2NC(C1=C(N2)NN=C1C1(CC1)C1=CC=C(C=C1)F)=O)C 6-((3S,4S)-4-amino-3-methyl-2-oxa-8-azaspiro[4.5]decan-8-yl)-3-(1-(4-fluorophenyl)cyclopropyl)-1,5-dihydro-4H-pyrazolo[3,4-d]pyrimidin-4-one